N1(CCNCC1)C(=O)OC1CCC2C3CCC4CCCC4C3CCC2C1 hexadecahydro-1H-cyclopenta[a]phenanthren-3-yl piperazine-1-carboxylate